C(#N)N1C[C@@H]2N(CC[C@@H]2C1)C(=O)NC1=NC=C(C=C1)C1=CC=CC=C1 (3aR,6aR)-5-cyano-N-(5-phenylpyridin-2-yl)hexahydropyrrolo[3,4-b]pyrrole-1(2H)-carboxamide